C(C=C)(=O)OCC(C(C(=O)N1[C@@H](CCCC1)C(=O)OC1=CC(=C(C=C1)OC)OC)=O)(C)C 3,4-dimethoxyphenyl (S)-1-(4-(acryloyloxy)-3,3-dimethyl-2-oxobutanoyl)piperidine-2-carboxylate